[N+](=O)([O-])C1=CC=C(C=C1)N1CCN2CC[C@@H]1C2 |r| racemic-4-(4-nitrophenyl)-1,4-diazabicyclo[3.2.1]octane